3-diethylamino-5-chloro-(α-phenylethylanilino)fluoran C(C)N(C=1C=C(N(C(C)C2=CC=CC=C2)F)C=C(C1)Cl)CC